tert-butyl 6-[4-bromo-5-[3-(methoxymethoxy)-1-naphthyl]-1-methyl-imidazol-2-yl]-2-azaspiro[3.3]heptane-2-carboxylate BrC=1N=C(N(C1C1=CC(=CC2=CC=CC=C12)OCOC)C)C1CC2(CN(C2)C(=O)OC(C)(C)C)C1